C(C)(C)(C)CC(C)(C)OC([C@@H](NC(C)(C)C)CC(=O)O)=O (tert-butyl)-L-aspartic acid (tert-butyl)-tert-butyl ester